2-Ethylsulfanyl-6-[(4-fluoro-benzoyl)-methyl-amino]-N-[(3-fluorophenyl)-methyl]-4-methyl-pyridine-3-carboxylic acid amide C(C)SC1=NC(=CC(=C1C(=O)NCC1=CC(=CC=C1)F)C)N(C)C(C1=CC=C(C=C1)F)=O